4-Bromo-1H-pyrrole BrC=1C=CNC1